C[N+]1(CCC(CC1)COC(C)C=1C=CC=C2C(=C(NC12)C(=O)[O-])C1=CC(=C(C=C1)CS(=O)(=O)C)F)C 7-(1-((1,1-Dimethylpiperidin-1-ium-4-yl)methoxy)ethyl)-3-(3-fluoro-4-((methylsulfonyl)methyl)phenyl)-1H-indole-2-carboxylate